FC(S(=O)(=O)OC1=C(C(=CC=C1)Cl)C1=CC=C2C(N(C(NC2=C1)=O)C1=CN=CC2=CC=CC=C12)=O)(F)F [3-chloro-2-[3-(4-isoquinolyl)-2,4-dioxo-1H-quinazolin-7-yl]phenyl] trifluoromethanesulfonate